C(C)(C)C1N=COC1 4-isopropyl-oxazoline